CC1C(CC12CCNCC2)OCC2=CC=CC=C2 methyl-2-(benzyloxy)-7-azaspiro[3.5]nonane